tert-Butyl 3-(4,4-dimethylchroman-6-yl)azetidine-1-carboxylate CC1(CCOC2=CC=C(C=C12)C1CN(C1)C(=O)OC(C)(C)C)C